N-(3-((2,3-Dihydroimidazo[1,2-c]quinazolin-9-yl)oxy)-2-nitrophenyl)propane-1-sulfonamide N=1CCN2C=NC=3C=CC(=CC3C21)OC=2C(=C(C=CC2)NS(=O)(=O)CCC)[N+](=O)[O-]